tert-butyl [3-formyl-2-(1-methylcyclopropyl)pyridin-4-yl]carbamate C(=O)C=1C(=NC=CC1NC(OC(C)(C)C)=O)C1(CC1)C